1-(2,4,6-tribromophenoxy)-3-(2,4,6-tribromophenylthio)propan-2-yl acrylate C(C=C)(=O)OC(COC1=C(C=C(C=C1Br)Br)Br)CSC1=C(C=C(C=C1Br)Br)Br